C(CCC)[S-] butanethiolate